C1C(CC2=CC=CC=C12)N1C(NC2=C1C=CC=C2)=O 1-(2,3-dihydro-1H-inden-2-yl)-1H-benzo[d]imidazol-2(3H)-one